2-(1-bromoethyl)-5-fluoro-4-ethoxypyridine BrC(C)C1=NC=C(C(=C1)OCC)F